N1(CCCCC1)C(=O)OC(C)C=CC=O 5-oxopent-3-en-2-yl piperidine-1-carboxylate